tert-butyl 3-(1-benzyl-7-chloro-8-fluoro-2-oxo-1,2-dihydro-1,6-naphthyridin-4-yl)-3,8-diazabicyclo[3.2.1]octane-8-carboxylate C(C1=CC=CC=C1)N1C(C=C(C2=CN=C(C(=C12)F)Cl)N1CC2CCC(C1)N2C(=O)OC(C)(C)C)=O